ClC1=CC=C(C=C1)NC(NC(N)=N)=N 5-(4-chlorophenyl)biguanide